N[C@@H](CC(=O)O)CC (R)-3-AMINO-PENTANOIC ACID